N-[1-[2-[4-[(1-cyanocyclopropyl)methyl-methyl-amino]-1-piperidyl]-2-oxo-ethyl]-3-[2-(difluoromethoxy)-5-methylsulfanyl-phenyl]pyrazol-4-yl]pyrazolo[1,5-a]pyrimidine-3-carboxamide C(#N)C1(CC1)CN(C1CCN(CC1)C(CN1N=C(C(=C1)NC(=O)C=1C=NN2C1N=CC=C2)C2=C(C=CC(=C2)SC)OC(F)F)=O)C